N-((1-(trifluoromethyl)cyclopropyl)methyl)piperidin-3-amine FC(C1(CC1)CNC1CNCCC1)(F)F